CN(C)CC1=C(C=C(C=C1OC)C1=CN(C(C2=CN=CC=C12)=O)C)OC 4-[4-[(dimethylamino)methyl]-3,5-dimethoxyphenyl]-2-methyl-2,7-naphthyridin-1-one